4-[2,6-difluoro-4-(3-formyl-2-furyl)-N-methyl-anilino]Butyric acid methyl ester COC(CCCN(C1=C(C=C(C=C1F)C=1OC=CC1C=O)F)C)=O